N1=CC(=CC=C1)[C@@H]1CNC2(CC2)[C@H]1C#N (6R,7S)-6-(pyridin-3-yl)-4-azaspiro[2.4]heptane-7-carbonitrile